4,5,6,7-tetrahydrothieno[3,2-c]pyridine HCl salt Cl.S1C=CC=2CNCCC21